FC=1C=C(C=C2C=NN(C12)C1OCCCC1)[N+](=O)[O-] 7-fluoro-5-nitro-1-tetrahydropyran-2-yl-indazole